FC=1C=CC=2N(C(C=C(N2)C2=CC3=C(N=C(O3)C)C(=C2)F)=O)C1 7-fluoro-2-(4-fluoro-2-methylbenzo[d]oxazol-6-yl)-4H-pyrido[1,2-a]pyrimidin-4-one